2-bromo-N-(isoquinolin-3-yl)propanamide BrC(C(=O)NC=1N=CC2=CC=CC=C2C1)C